1-(3-chloro-2-fluoro-phenyl)propan-1-amine ClC=1C(=C(C=CC1)C(CC)N)F